NC1=C(C=CC(=C1F)NCC=1C=NC(=CC1)C(F)(F)F)NC(OCC)=O Ethyl (2-amino-3-fluoro-4-(((6-(trifluoromethyl)pyridin-3-yl)methyl)amino)phenyl)carbamate